azodiboron N(=N[B])[B]